butyl (1-((2-(2,6-dioxopiperidin-3-yl)-1,3-dioxoisoindolin-4-yl)glycyl)piperidin-4-yl)carbamate O=C1NC(CCC1N1C(C2=CC=CC(=C2C1=O)NCC(=O)N1CCC(CC1)NC(OCCCC)=O)=O)=O